C(#N)C=1C=CC=2C3=C(NC2C1)C(=C(C=N3)C(=O)O)NC(C)C 7-cyano-4-(isopropylamino)-5H-pyrido[3,2-b]indole-3-carboxylic acid